S-(2,3-bis(palmitoyloxy)propyl)-N-palmitoyl-L-cysteinyl-L-seryl-L-lysyl-L-lysyl-L-lysyl-L-lysine C(CCCCCCCCCCCCCCC)(=O)OC(CSC[C@H](NC(CCCCCCCCCCCCCCC)=O)C(=O)N[C@@H](CO)C(=O)N[C@@H](CCCCN)C(=O)N[C@@H](CCCCN)C(=O)N[C@@H](CCCCN)C(=O)N[C@@H](CCCCN)C(=O)O)COC(CCCCCCCCCCCCCCC)=O